FC(C(=O)O)(F)F.C1(CC1)[C@H](C)N1C(C2=CC=C(C=C2C1)C1=CC(=NC=C1)C=1NC(=C(N1)C(=O)NC1CCOCC1)C)=O (S)-2-(4-(2-(1-Cyclopropylethyl)-1-oxoisoindolin-5-yl)pyridin-2-yl)-5-methyl-N-(tetrahydro-2H-pyran-4-yl)-1H-imidazole-4-carboxamide trifluoroacetate salt